(3R,4S)-4-[6-[2-hydroxy-6-methyl-4-(trifluoromethyl)phenyl]pyrazolo[3,4-b]pyrazin-2-yl]tetrahydrofuran-3-ol OC1=C(C(=CC(=C1)C(F)(F)F)C)C=1C=NC=2C(N1)=NN(C2)[C@@H]2[C@H](COC2)O